5-aminoisobenzofuran-1(3H)-one NC=1C=C2COC(C2=CC1)=O